5-(2-methylpropionyl)-7-(trimethyl-silylethoxymethyl)-7H-pyrrolo[2,3-d]pyrimidine Methyl-1-methyl-1H-benzo[d]imidazole-2-carboxylate COC(=O)C1=NC2=C(N1C)C=CC=C2.CC(C(=O)C2=CN(C=1N=CN=CC12)COC(C([SiH3])(C)C)C)C